C(=O)C1=C(C#N)C(=CC=C1)C 2-FORMYL-6-METHYLBENZONITRILE